(25R)-Spirost-5-en-3β,17α,27-triol C[C@H]1[C@]2([C@H](C[C@H]3[C@@H]4CC=C5C[C@H](CC[C@]5(C)[C@H]4CC[C@]23C)O)O[C@]12CC[C@H](CO)CO2)O